N-[(1R)-2-Methoxy-1-phenylethyl]-5-methyl-2-(5-morpholin-4-yl-3,4'-bipyridin-2'-yl)1H-imidazole COC[C@@H](C1=CC=CC=C1)N1C(=NC=C1C)C1=NC=CC(=C1)C=1C=NC=C(C1)N1CCOCC1